5-(3-fluoro-1-methyl-1H-pyrazol-4-yl)-2-(6-(((1s,2s,3r,5r)-2-fluoro-9-azabicyclo[3.3.1]non-3-yl)oxy)pyridazin-3-yl)phenol FC1=NN(C=C1C=1C=CC(=C(C1)O)C=1N=NC(=CC1)O[C@H]1[C@H]([C@@H]2CCC[C@H](C1)N2)F)C